2-ethyl-6-{[(±)-oxan-2-yl]methyl}-6,7-dihydro-4H-pyrazolo[1,5-a]pyrrolo[3,4-d]pyrimidine C(C)C1=NN2C(NC=3C(=C2)CN(C3)C[C@@H]3OCCCC3)=C1 |r|